1-(2,6-difluorophenyl)-7-[(3R,4R)-3,4-dihydroxypyrrolidin-1-yl]-6-fluoro-4-oxo-1,4-dihydro-1,8-naphthyridine-3-carboxylic acid FC1=C(C(=CC=C1)F)N1C=C(C(C2=CC(=C(N=C12)N1C[C@H]([C@@H](C1)O)O)F)=O)C(=O)O